O=C1N(C(CC1)=O)C(=O)OC(COC1=C(C=CC=C1)OCC=C)CNC(C)C 1-(2-(allyloxy)phenoxy)-3-(isopropylamino)propan-2-ol (2,5-dioxopyrrolidin-1-yl)formate